CC1=NC(=CC(=C1)C1=CC2=C(C(N(C=C2C2=CC(N(C=C2C2=C(C=CC=C2)F)C)=O)C)=O)N1S(=O)(=O)C1=CC=C(C)C=C1)C 2-(2,6-dimethylpyridin-4-yl)-4-(5-(2-fluorophenyl)-1-methyl-2-oxo-1,2-dihydropyridin-4-yl)-6-methyl-1-tosyl-1,6-dihydro-7H-pyrrolo[2,3-c]pyridin-7-one